FC=1C(=CC=2C3=C(NC(C2C1)=O)COC[C@@H]3N(C(=O)C3=CC=C(C=C3)C3=C(C=CC=C3)F)C)F (R)-N-(8,9-difluoro-6-oxo-1,4,5,6-tetrahydro-2H-pyrano[3,4-c]isoquinolin-1-yl)-2'-fluoro-N-methyl-[1,1'-biphenyl]-4-carboxamide